sodium succinate sodium salt [Na+].C(CCC(=O)[O-])(=O)[O-].[Na+]